C(OC1=C(CCCCCC1)C)(OC(=C)C)=O (2-methylcycloocten-1-yl) prop-1-en-2-yl carbonate